FC1C(C1)C(=O)NC=1N=C2N(C=C(C=C2C(F)(F)F)C2=C(C=C(C=C2)F)C)C1 2-fluoro-N-(6-(4-fluoro-2-methylphenyl)-8-(trifluoromethyl)imidazo[1,2-a]pyridin-2-yl)cyclopropane-1-carboxamide